C(C)(C)(C)OC(=O)C=1C=C(C=CC1)NC1(CCOCC1)C(=O)O 4-((3-(tert-butoxycarbonyl)phenyl)amino)tetrahydro-2H-pyran-4-carboxylic acid